2-(4-(azetidin-1-yl)piperidin-1-yl)-4-(trifluoromethyl)aniline N1(CCC1)C1CCN(CC1)C1=C(N)C=CC(=C1)C(F)(F)F